ClC1=CC=C(C=C1)C=1N=C2N(C=CC=C2)C1CN1CC2COCC(C1)N2C(=O)C2COCC2 (7-{[2-(4-Chlorophenyl)imidazo[1,2-a]pyridin-3-yl]methyl}-3-oxa-7,9-diazabicyclo[3.3.1]non-9-yl)(tetrahydrofuran-3-yl)methanon